2-(2-{[2-(2,6-dioxopiperidin-3-yl)-1-oxo-2,3-dihydro-1H-isoindol-4-yl]oxy}ethoxy)acetic acid O=C1NC(CCC1N1C(C2=CC=CC(=C2C1)OCCOCC(=O)O)=O)=O